BrC1=C(C(=CC=C1)Cl)C(F)F 1-bromo-3-chloro-2-(difluoromethyl)benzene